5-(7-cyclopropyl-2-{5H,6H,7H,8H,9H-[1,2,4]triazolo[4,3-a]azepin-3-yl}pyrazolo[1,5-a]pyrimidin-5-yl)-2-methyl-3H-isoindol-1-one C1(CC1)C1=CC(=NC=2N1N=C(C2)C2=NN=C1N2CCCCC1)C=1C=C2CN(C(C2=CC1)=O)C